O=C1NC2=C(OCC1)C=CC=C2 4-oxo-2,3,4,5-tetrahydrobenzo[b][1,4]oxazepin